F[C@@H]1C2CN(C(C1)C2)C=2C=1N=C3N(C1N=C(N2)C=2C=NC(=NC2)N)CCOC3(C)C 5-(4-((5S)-5-fluoro-2-azabicyclo[2.2.1]heptan-2-yl)-6,6-dimethyl-8,9-dihydro-6H-[1,4]oxazino[4,3-e]purin-2-yl)pyrimidin-2-amine